2-indolecarboxylic acid ethyl ester C(C)OC(=O)C=1NC2=CC=CC=C2C1